O1C(=CC2=C1C=CC=C2)C(=O)C2=C(C(N(C2C2=C(C=CC=C2)O)C=2SC(=NN2)SCC2=C(C=CC=C2)Cl)=O)O 4-(benzofuran-2-carbonyl)-1-(5-((2-chlorobenzyl)thio)-1,3,4-thiadiazol-2-yl)-3-hydroxy-5-(2-hydroxyphenyl)-1,5-dihydro-2H-pyrrol-2-one